ICCCOCCCSC1=C2CN(C(C2=CC=C1)=O)C1C(NC(CC1)=O)=O 3-(4-(3-(3-iodopropoxy)propylsulfanyl)-1-oxoisoindolin-2-yl)piperidine-2,6-dione